FC=1C=C2C(C(=CN(C2=CC1N1[C@H](CCC1)COC1=NC=CC=C1C)C1CC(C1)OC)C(=O)OCC)=O (R)-ethyl 6-fluoro-1-(3-methoxycyclobutyl)-7-(2-(((3-methylpyridin-2-yl) oxy) methyl) pyrrolidin-1-yl)-4-oxo-1,4-dihydroquinoline-3-carboxylate